C(=O)O.CN1C(=NC=C1)CC1=C(C=CC=C1)O 2-((1-methyl-1H-imidazol-2-yl)methyl)phenol formate salt